5-azabicyclo[2.1.1]Hexane C12CCC(N1)C2